N-(4,5-Diamino-2-methylphenyl)acetamide NC1=CC(=C(C=C1N)NC(C)=O)C